BrC=1C=CC2=C(C(C(C=3C(=NN(C23)C2=CC=CC=C2)OC)=O)=O)C1 7-Bromo-3-methoxy-1-phenyl-1H-benzo[g]indazol-4,5-dion